(1r,3r)-3-(4-fluoro-3-(trifluoromethyl)phenoxy)cyclobutan-1-amine hydrochloride Cl.FC1=C(C=C(OC2CC(C2)N)C=C1)C(F)(F)F